[Ru](Cl)(Cl)Cl.C(=O)(O)C1(CC(=NC=C1)C1=NC=CC=C1)C(=O)O.C(=O)(O)C1(CC(=NC=C1)C1=NC=CC=C1)C(=O)O.C(=O)(O)C1(CC(=NC=C1)C1=NC=CC=C1)C(=O)O tri(4,4-dicarboxybipyridyl) ruthenium chloride